C(C)OC1=C(C=C(C=C1)S(=O)(=O)N1CCC(CC1)CCO)C1=NN2C(C(N1)=O)=C(C=C2CCC)C (E)-2-(2-Ethoxy-5-((4-(2-hydroxyethyl)piperidin-1-yl)sulfonyl)phenyl)-5-methyl-4-oxo-7-propyl-3,4-dihydropyrrolo[2,1-f][1,2,4]triazin